3-(chloropropyl)triethoxysilane CCO[Si](CCCCl)(OCC)OCC